C(C)(C)(C)OC(=O)N1C[C@H](CC1)[C@@H](C(=O)N1C(OC[C@@H]1CC1=CC=CC=C1)=O)CC1=CC(=CC=C1)S(=O)(=O)Cl.ClC[Si](OCCC(C)C)(C)C chloromethyl-(dimethyl)isopentoxysilane tert-Butyl-(3R)-3-[(1S)-2-[(4S)-4-benzyl-2-oxo-oxazolidin-3-yl]-1-[(3-chlorosulfonylphenyl)methyl]-2-oxo-ethyl]pyrrolidine-1-carboxylate